FC(C(C)(O)C1=NC(=CC=C1)NC=1C2=C(N=C(N1)NC=1C=NN(C1)C1CCN(CC1)C)SC=C2C)(F)F 1,1,1-trifluoro-2-(6-((5-methyl-2-((1-(1-methylpiperidin-4-yl)-1H-pyrazol-4-yl)amino)thieno[2,3-d]pyrimidin-4-yl)amino)pyridin-2-yl)propan-2-ol